N1-(4-methyl-5-(1-oxo-1,2,3,4-tetrahydroisoquinolin-6-yl)thiazol-2-yl)-pyrrolidine-1,2-dicarboxamide CC=1N=C(SC1C=1C=C2CCNC(C2=CC1)=O)NC(=O)N1C(CCC1)C(=O)N